ClCCCCCCO 6-chloro-1-hexanol